6-(3-chlorobenzoyl)-9-(2',3',5'-tri-O-acetyl-beta-D-ribofuranosyl)purine ClC=1C=C(C(=O)C2=C3N=CN(C3=NC=N2)[C@H]2[C@H](OC(C)=O)[C@H](OC(C)=O)[C@H](O2)COC(C)=O)C=CC1